5-(2-Aminopyridin-4-yl)-7-phenethyl-1H-indazol-3-amine NC1=NC=CC(=C1)C=1C=C2C(=NNC2=C(C1)CCC1=CC=CC=C1)N